1,3-diiodo-2-isopropenyl-benzene IC1=C(C(=CC=C1)I)C(=C)C